(5S*)-N-(3-Cyano-4-fluoro-phenyl)-5-((2,2-difluoroethoxy)-methyl)-5,6,9,10-tetrahydro-4H-isoxazolo[3,4-c]pyrido[4',3':3,4]-pyrazolo[1,5-a]azepine-11(12H)-carboxamide C(#N)C=1C=C(C=CC1F)NC(=O)N1CC=2C(=NN3C2C=2C(C[C@@H](C3)COCC(F)F)=CON2)CC1 |o1:22|